OC1=C(C=CC(=C1)O)C(\C=C\C1=CC(=C(C=C1)OC)COC1=CC=C(C=C1)F)=O (E)-1-(2,4-Dihydroxyphenyl)-3-[3-[(4-fluorophenoxy)methyl]-4-methoxyphenyl]prop-2-en-1-one